ClC1=NN(C2=CC(=CC=C12)\C=C(\C(=O)NC=1C(=NC=C(C1C)F)C)/F)C1OCCCC1 (2Z)-3-[3-chloro-1-(oxan-2-yl)indazol-6-yl]-2-fluoro-N-(5-fluoro-2,4-dimethylpyridin-3-yl)prop-2-enamide